4-(3-(4-methoxyphenoxy)propyl)morpholine chlorine [Cl].COC1=CC=C(OCCCN2CCOCC2)C=C1